IC=1C=C(C=CC1)C(COCC(CNC(OCC1=CC=CC=C1)=O)(C)C)(C(C)=O)C Benzyl (3-(2-(3-iodophenyl)-2-methyl-3-oxobutoxy)-2,2-dimethylpropyl)carbamate